C(C)OC1=C(C(=NC=C1)C=1C=NC=CC1)F ethoxy-3-fluoro-[2,3'-bipyridine]